4-(4-amino-2-fluorophenoxy)-7-methoxy-N,N-dimethylquinoline-6-carboxamide NC1=CC(=C(OC2=CC=NC3=CC(=C(C=C23)C(=O)N(C)C)OC)C=C1)F